FC(OC=1C=C(C=CC1)[C@@]12CCN(C[C@H]2C1)C(=O)C1CC2(C1)NC(CC2)=O)(F)F (2r,4r)-2-((1s,6r)-6-(3-(trifluoromethoxy)phenyl)-3-azabicyclo[4.1.0]heptane-3-carbonyl)-5-azaspiro[3.4]octan-6-one